C1(=CC=C(C=C1)N(C1=CC=CC=C1)C1=CC=C(C=C1)C1=CC2=C(C=3OC=4C=CC=CC4C13)C1=CC=CC=C1C2(C2=CC=CC=C2)C2=CC=CC=C2)C2=CC=CC=C2 biphenyl-4-yl-{4-(7,7-diphenyl-7H-12-oxa-indeno[1,2-a]fluoren-5-yl)-phenyl}-phenyl-amine